3-(3,4-dichlorophenyl)-1,2,4-oxadiazole-5-carboxylic acid ethyl ester C(C)OC(=O)C1=NC(=NO1)C1=CC(=C(C=C1)Cl)Cl